4-(tert-Butoxy)-7-chloro-8-fluoro-2-(((2R,7aS)-2-fluorotetrahydro-1H-pyrrolizin-7a(5H)yl)methoxy)pyrido[4,3-d]pyrimidine C(C)(C)(C)OC=1C2=C(N=C(N1)OC[C@]13CCCN3C[C@@H](C1)F)C(=C(N=C2)Cl)F